2-(2-methoxy-6-methylphenyl)-4-(4-(1-methyl-4-(trifluoromethyl)-1H-imidazol-2-yl)benzyl)-6,7-dihydropyrazolo[1,5-a]pyrimidin-5(4H)-one COC1=C(C(=CC=C1)C)C1=NN2C(N(C(CC2)=O)CC2=CC=C(C=C2)C=2N(C=C(N2)C(F)(F)F)C)=C1